5-((1S,2S)-2-(4,4,5,5-tetramethyl-1,3,2-dioxaborolan-2-yl)cyclopropyl)-1-(2,2,2-trifluoroethyl)-1H-indazole CC1(OB(OC1(C)C)[C@@H]1[C@H](C1)C=1C=C2C=NN(C2=CC1)CC(F)(F)F)C